N-[4-[(3S)-3-aminopiperidin-1-yl]pyrimidin-5-yl]-2-(2,6-difluorophenyl)quinazolin-8-amine N[C@@H]1CN(CCC1)C1=NC=NC=C1NC=1C=CC=C2C=NC(=NC12)C1=C(C=CC=C1F)F